C(#N)C=1C(=C(C=CC1)[C@@H](C)NC1=C2C(=C(N=N1)C)C=NC(=C2)N2CCC(CC2)C(=O)O)C (R)-1-(1-((1-(3-cyano-2-methylphenyl)ethyl)amino)-4-methylpyrido[3,4-d]pyridazin-7-yl)piperidine-4-carboxylic acid